(2R,6S)-2,6-dimethyl-4-{[1-(2-nitrophenyl)piperidin-4-yl]Methyl}morpholine C[C@@H]1CN(C[C@@H](O1)C)CC1CCN(CC1)C1=C(C=CC=C1)[N+](=O)[O-]